FC(CN1CCC(CC1)N)F 1-(2,2-difluoroethyl)piperidin-4-amine